(R)-N-(1-(1-acryloylazepan-3-yl)-7-chloro-5-((tetrahydro-2H-pyran-4-yl)oxy)-1H-benzo[d]imidazol-2-yl)-2-(difluoromethyl)isonicotinamide C(C=C)(=O)N1C[C@@H](CCCC1)N1C(=NC2=C1C(=CC(=C2)OC2CCOCC2)Cl)NC(C2=CC(=NC=C2)C(F)F)=O